C1(=CC=CC=C1)NC1=NC(=NC=C1C(=O)N)NC=1C=C(C=CC1)C 4-(phenylamino)-2-(m-tolylamino)pyrimidine-5-carboxamide